dilauryl-beta-naphthyl-sulfonic acid C(CCCCCCCCCCC)C=1C(=C(C2=CC=CC=C2C1)CCCCCCCCCCCC)S(=O)(=O)O